tert-Butyl N-[(1S)-2-(5-fluoro-7-formyl-7,8-dihydro-6H-cyclopenta[e]benzotriazol-2-yl)-1-methyl-ethyl]carbamate FC=1C2=C(C=3C(=NN(N3)C[C@H](C)NC(OC(C)(C)C)=O)C1)CC(C2)C=O